FC1=C(C=CC(=C1)F)C1=CC(=CC=C1C)[C@H](CC(=O)O)NC(=O)NC=1C(N(C=CC1O)C)=O (S)-3-(2',4'-difluoro-6-methylbiphenyl-3-yl)-3-(3-(4-hydroxy-1-methyl-2-oxo-1,2-dihydropyridin-3-yl)ureido)propionic acid